COC1=CC=C(C=C1)C(C)N1C(=CC=C1)C(=O)OCC ethyl 1-[1-(4-methoxyphenyl) ethyl]-1H-pyrrole-2-carboxylate